(1s,4s)-4-(2-(cyclobutylamino)-8-(2,6-dichloro-4-(trifluoromethyl)phenylamino)-9H-purin-9-yl)-1-methylcyclohexanecarboxamide C1(CCC1)NC1=NC=C2N=C(N(C2=N1)C1CCC(CC1)(C(=O)N)C)NC1=C(C=C(C=C1Cl)C(F)(F)F)Cl